NC1=C(C=C(C=C1)NC(C(C1=CC=CC=C1)N1C(C2=CC=CC=C2C1)=O)=O)F N-(4-amino-3-fluorophenyl)-2-(1-oxoisoindolin-2-yl)-2-phenylacetamide